5-chloro-isoindole-1,3-dione ClC=1C=C2C(NC(C2=CC1)=O)=O